(1S,2S)-N-[7-chloro-6-[4-((3S,4S)-4-fluoro-3-methyl-tetrahydrofuran-3-yl)piperazin-1-yl]-3-isoquinolyl]-2-(difluoromethyl)cyclopropanecarboxamide ClC1=C(C=C2C=C(N=CC2=C1)NC(=O)[C@@H]1[C@H](C1)C(F)F)N1CCN(CC1)[C@]1(COC[C@H]1F)C